6-[(2R)-2-methylpyrrolidin-1-yl]pyrazine-2-carbaldehyde C[C@H]1N(CCC1)C1=CN=CC(=N1)C=O